C(C1=CC=CC=C1)OC(=O)N[C@H](CSSC[C@@H](C(=O)OC(C)(C)C)NC(=O)OC(C)(C)C)CCS(=O)(=O)OCC(C)(C)C tert-butyl (2R)-3-{[(2S)-2-{[(benzyloxy)carbonyl]amino}-4-[(2,2-dimethylpropoxy) sulfonyl]butyl]disulfanyl}-2-{[(tert-butoxy)carbonyl]amino}propanoate